1-bromo-5-tert-butyl-2-chloro-3-iodobenzene BrC1=C(C(=CC(=C1)C(C)(C)C)I)Cl